FC=1C=C(OC(C(=O)NC2=CC=C(C=C2)C2=CC=C(C=C2)COC)(C)C)C=CC1 2-(3-fluorophenoxy)-N-(4'-(methoxymethyl)-[1,1'-biphenyl]-4-yl)-2-methylpropanamide